octadecyl-hexanetriol C(CCCCCCCCCCCCCCCCC)C(C(O)(O)O)CCCC